tert-butyl 4-[3-[[4-methoxy-6-(pyrazol-1-ylmethyl)-1,2-benzoxazol-3-yl]sulfamoyl]anilino]piperidine-1-carboxylate COC1=CC(=CC2=C1C(=NO2)NS(=O)(=O)C=2C=C(NC1CCN(CC1)C(=O)OC(C)(C)C)C=CC2)CN2N=CC=C2